Cl.CN(CCS(=O)(=O)NNC=1C=NN(C1)C(C)C)C [2-(dimethylamino)ethyl]-N-[1-(propan-2-yl)-1H-pyrazol-4-yl]amino-sulfonamide hydrochloride